4,6-difluoropyrimidin-2-amine FC1=NC(=NC(=C1)F)N